2-[1-(4-fluorophenyl)-1H-pyrazol-3-yl]-N-[5-(propan-2-yl)-1,3-thiazol-2-yl]acetamide FC1=CC=C(C=C1)N1N=C(C=C1)CC(=O)NC=1SC(=CN1)C(C)C